FC=1C=NC=C(C1C1=CC=C(C=C1)NC([C@H](C(C1=CC=CC=C1)C1=CC=CC=C1)NC(OC(C)(C)C)=O)=O)OC tert-butyl (S)-(1-((4-(3-fluoro-5-methoxypyridin-4-yl)phenyl)amino)-1-oxo-3,3-diphenylpropan-2-yl)carbamate